BrC1=C(C=CC(=N1)NC(=O)NC(C)(C)C)C 1-(6-bromo-5-methyl-2-pyridyl)-3-tert-butyl-urea